(2-tert-butoxy-2-oxo-ethyl) 4-[2-[3-[4-amino-1-(1-bicyclo[1.1.1]pentanyl)pyrazolo[3,4-d]pyrimidin-3-yl]-5-cyclopropyl-isoxazol-4-yl]pyrimidin-5-yl]piperidine-1-carboxylate NC1=C2C(=NC=N1)N(N=C2C2=NOC(=C2C2=NC=C(C=N2)C2CCN(CC2)C(=O)OCC(=O)OC(C)(C)C)C2CC2)C21CC(C2)C1